2-(4,5-dichloro-6-oxo-pyridazin-1-yl)-N-[3-[2-(4-methoxyphenyl)ethylsulfamoyl]-4-methyl-phenyl]acetamide ClC=1C=NN(C(C1Cl)=O)CC(=O)NC1=CC(=C(C=C1)C)S(NCCC1=CC=C(C=C1)OC)(=O)=O